(tert-pentyl)-[1,1'-biphenyl]-2-olate C(C)(C)(CC)C1=C(C(=CC=C1)C1=CC=CC=C1)[O-]